C1(CC1)C=1N=C(OC1C(=O)N1[C@@H](C2=C(CC1)NC=N2)C2=NN1C(C(=CC=C1)C(F)(F)F)=C2)C2=NC=CC=C2 (S)-(4-cyclopropyl-2-(pyridin-2-yl)oxazol-5-yl)(4-(4-(trifluoromethyl)pyrazolo[1,5-a]pyridin-2-yl)-1,4,6,7-tetrahydro-5H-imidazo[4,5-c]pyridin-5-yl)methanone